CN(CCC1=CNC2=CC=C3C(=C12)OCO3)C N,N-dimethyl-4,5-methylenedioxy-tryptamine